(2R,3aS,6S,6aR)-6-((2-amino-3-bromoquinolin-7-yl)methyl)-2-(4-methyl-7H-pyrrolo[2,3-d]pyrimidin-7-yl)hexahydro-2H-cyclopenta[b]furan-3,3a-diol NC1=NC2=CC(=CC=C2C=C1Br)C[C@@H]1CC[C@]2([C@@H]1O[C@H](C2O)N2C=CC1=C2N=CN=C1C)O